6-bromo-4-fluoro-2,3-dihydro-1H-inden-1-ol BrC1=CC(=C2CCC(C2=C1)O)F